FC(C(C(F)(F)F)(F)O)(C(C(C(C(C(C(C(C(F)(F)F)(F)F)(F)F)(F)F)(F)F)(F)F)(F)F)(F)F)O perfluorooctyl-propylene glycol